z-amyl hydroperoxide C(CCCC)OO